3-((4-(3-amino-1H-indazol-5-yl)pyridine-2-yl)amino)phenol NC1=NNC2=CC=C(C=C12)C1=CC(=NC=C1)NC=1C=C(C=CC1)O